2-((2-Azaspiro[3.3]heptan-6-yl)methyl)-3-fluorophenol tert-Butyl-6-(2-fluoro-6-methoxybenzyl)-2-azaspiro[3.3]heptane-2-carboxylate C(C)(C)(C)C1N(CC12CC(C2)CC2=C(C=CC=C2OC)F)C(=O)OC2=C(C(=CC=C2)F)CC2CC1(CNC1)C2